ClC1=CC(=C(C=C1)[C@@H]1OC2=C(OC1)C=CC=C2C2CCN(CC2)CC2=NC1=C(N2C)C=C(C=C1OCC)C(=O)O)F (S)-2-((4-(3-(4-chloro-2-fluorophenyl)-2,3-dihydrobenzo[b][1,4]dioxin-5-yl)piperidin-1-yl)methyl)-4-ethoxy-1-methyl-1H-benzo[d]imidazole-6-carboxylic acid